ClC1=C(C=C(OCC(=O)NC23CC(C2)(C3)C=3OC(=NN3)OC=3C=NC(=CC3)C#N)C=C1)F 2-(4-chloro-3-fluorophenoxy)-N-(3-{5-[(6-cyanopyridin-3-yl)oxy]-1,3,4-oxadiazol-2-yl}bicyclo[1.1.1]pentan-1-yl)acetamide